C1(CC1)C1=NC2=CC=C(C=C2C(=N1)N1CCC2=C(CC1)C(=CC=C2)OC)N(CCO)C 2-{[2-cyclopropyl-4-(6-methoxy-1,2,4,5-tetrahydro-benzo[d]azepin-3-yl)-quinazolin-6-yl]-methyl-amino}-ethanol